IC=1C=C(C=C(C1OCC(C)=O)I)C1=CC=CC=C1 1-((3,5-diiodo-[1,1'-biphenyl]-4-yl)oxy)propan-2-one